4-(4-Cyanophenyl)-N-iso-pentyl-1H-imidazole-1-carboxamide C(#N)C1=CC=C(C=C1)C=1N=CN(C1)C(=O)NCCC(C)C